5-((4-(6,7-dihydro-5H-cyclopenta[4,5]thieno[2,3-d]pyrimidin-4-yl)piperidin-1-yl)methyl)-2-(2,4-dioxotetrahydropyrimidin-1(2H)-yl)isoindoline-1,3-dione N1=CN=C(C2=C1SC1=C2CCC1)C1CCN(CC1)CC=1C=C2C(N(C(C2=CC1)=O)N1C(NC(CC1)=O)=O)=O